C(C)NC(=O)C1=NOC(=C1)C1=C(C=C(C(=C1)C(C)C)OCC1=CC=CC=C1)OCC1=CC=CC=C1 5-(2,4-Bis-benzyloxy-5-isopropyl-phenyl)-isoxazole-3-carboxylic Acid Ethylamide